NC1=NC=2C=C(C(=CC2C2=C1C=NN2C)C(=O)N(CC2=NC=C(C=C2)C#CC=2C=NC=NC2)C2CC2)F 4-amino-N-cyclopropyl-7-fluoro-1-methyl-N-((5-(pyrimidin-5-ylethynyl)pyridin-2-yl)methyl)-1H-pyrazolo[4,3-c]quinoline-8-carboxamide